C1(CCCCC1)C=C(C#N)C#N (cyclohexylmethylene)malononitrile